CC1(OB(OC1(C)C)C=1C=NN(C1)CC(C)=O)C 1-(4-(4,4,5,5-tetramethyl-1,3,2-dioxaborolan-2-yl)-1H-pyrazol-1-yl)propan-2-one